methyl 4,6-dichloro-2-(methylsulfanyl)pyrimidine-5-carboxylate ClC1=NC(=NC(=C1C(=O)OC)Cl)SC